C1(=CC=CC=C1)SC1=CN2N(C=C1)CC(C2)C(=O)[O-] 6-phenylsulfanyl-2,3-dihydro-1H-pyrazolo[1,2-a]pyridazine-2-carboxylate